(Z)-7-(5-(4-chlorobenzylidene)-2,4-dioxathiazolidin-3-yl)heptanoic acid ClC1=CC=C(\C=C/2\ON(OS2)CCCCCCC(=O)O)C=C1